N[C@H](CC1=CC=CC=C1)C1=CC=CC=C1 (1S,2R)-2-amino-1,2-diphenylethan